(2-((2-(2,6-Dioxopiperidin-3-yl)-1,3-Dioxoisoindolin-4-yl)Amino)Ethyl)Malonamide O=C1NC(CCC1N1C(C2=CC=CC(=C2C1=O)NCCC(C(=O)N)C(=O)N)=O)=O